2-O-α-(4-O-methyl-α-d-glucuronosyl)-xylotriose CO[C@H]1[C@@H]([C@H]([C@H](O[C@@H]1C(=O)O)O[C@@H]2[C@H]([C@@H](CO[C@H]2O[C@@H]3CO[C@H]([C@@H]([C@H]3O)O)O[C@@H]4CO[C@H]([C@@H]([C@H]4O)O)O)O)O)O)O